2-oxo-1,3-oxazolidine-3-sulfonamide O=C1OCCN1S(=O)(=O)N